C1(=CC=CC=C1)CCCC=CC 1-phenyl-4-hexene